FC(C(=O)O)=CC fluorobutenoic acid